4-[2-(tert-butoxy)-2-oxoethyl]piperazine C(C)(C)(C)OC(CN1CCNCC1)=O